N1C=C(C=2C1=NC=CC2)C2=C(C(=O)N(C)C)C=CC=N2 [pyrrolo[2,3-b]pyridin-3-yl]-N,N-dimethylnicotinamide